NC1=C2CN(C(C2=CC=C1)=O)C12CC3CC(CC(C1)C3)C2 2,3-Dihydro-4-amino-2-(tricyclo[3.3.1.13,7]dec-1-yl)-1H-isoindol-1-one